C(C)(C)N1C=CC2=C1N=CN=C2OC2=CC=C(C=C2)NC(CC2=CC=C(C=C2)C(F)(F)F)=O N-(4-((7-isopropyl-7H-pyrrolo[2,3-D]pyrimidine-4-yl)oxy)phenyl)-2-(4-(trifluoromethyl)phenyl)acetamide